N1(CC2(CC1)CC=1C=NC=CC1O2)CC2=CN=C(S2)NC(C)=O N-(5-((3H-spiro[furo[3,2-c]pyridin-2,3'-pyrrolidin]-1'-yl)methyl)thiazol-2-yl)acetamide